ClC1=C(C(=O)NC=2OC=NN2)C=CC(=C1[S@](=O)C)C(F)F |r| 2-Chloro-N-(1,3,4-oxadiazol-2-yl)-3-[(rac)-methylsulfinyl]-4-(difluoromethyl)benzamid